7-[(1S)-1-{5-[(3-Aminoazetidin-1-yl)methyl]-2-oxo-2,3-dihydro-1,3-Oxazol-3-yl}ethyl]-3-(2,6-difluoro-4-methanesulfonylaminophenyl)-1H-indole-2-carboxylic acid NC1CN(C1)CC1=CN(C(O1)=O)[C@@H](C)C=1C=CC=C2C(=C(NC12)C(=O)O)C1=C(C=C(C=C1F)NS(=O)(=O)C)F